(3RS,5SR)-5-(2-((4-(N-(tert-butoxycarbonyl)sulfamoyl)phenyl)amino)pyrimidin-5-yl)tetrahydrofuran-3-yl ((S)-4,4,4-trifluorobutan-2-yl)carbamate FC(C[C@H](C)NC(O[C@H]1CO[C@@H](C1)C=1C=NC(=NC1)NC1=CC=C(C=C1)S(NC(=O)OC(C)(C)C)(=O)=O)=O)(F)F |&1:8,11|